C1(CC1)S(=O)(=O)CC[C@H](C(F)(F)F)C=1C=CC(=NC1)N1N=CC(=C1)C1=NC=2C(=NC=CC2)N1 (1-(5-((S)-4-(cyclopropylsulfonyl)-1,1,1-trifluorobutan-2-yl)pyridin-2-yl)-1H-pyrazol-4-yl)-3H-imidazo[4,5-b]pyridine